C(=O)=C1NC(CCC1N1C(C2=CC=CC(=C2C1=C=O)CNC=1C=C(C(=O)O)C=CC1)=C=O)=C=O 3-(((2-(2,6-dicarbonylpiperidin-3-yl)-1,3-dicarbonylisoindolin-4-yl)methyl)amino)benzoic acid